Racemic-tert-butyl (3aR*,6S*,6aS*)-6-((2-(2,6-dioxo-1-((2-(trimethylsilyl)ethoxy)-methyl)piperidin-3-yl)-1-oxoisoindolin-5-yl)oxy)hexahydrocyclopenta[b]pyrrole-1(2H)-carboxylate O=C1N(C(CC[C@H]1N1C(C2=CC=C(C=C2C1)O[C@H]1CC[C@H]2[C@@H]1N(CC2)C(=O)OC(C)(C)C)=O)=O)COCC[Si](C)(C)C |&1:6,o1:17,20,21|